Dimethyl (6-(naphthalen-2-yloxy)-3-oxo-1,3-dihydroisobenzofuran-1-yl)phosphonate C1=C(C=CC2=CC=CC=C12)OC1=CC=C2C(OC(C2=C1)P(OC)(OC)=O)=O